C1(CC1)NC(=O)C=1C=CC(=C(C1)C=1C=NC(=C(C(=O)N(C)C)C1)NC(CO)CC)C 5-(5-(cyclopropylcarbamoyl)-2-methylphenyl)-2-((1-hydroxybutan-2-yl)amino)-N,N-dimethylnicotinamide